CN(CCCN)C dimethyl-aminopropylamine